O1COC(C1)CCN 1,3-dioxolane-4-ethylamine